4-methoxy-N,1-dimethyl-1H-pyrazole-5-carboxamide COC=1C=NN(C1C(=O)NC)C